LITHIUM-NICKEL-COBALT-ALUMINIUM [Al].[Co].[Ni].[Li]